BrC1=NC(=CC(=C1)[C@H]1OC[C@@H](N(C1)CC1=CC=C(C=C1)OC)CO)Cl ((3S,6R)-6-(2-bromo-6-chloropyridin-4-yl)-4-(4-methoxybenzyl)morpholin-3-yl)methanol